FC1=CC=C(C=C1)S(=O)(=O)N1CCNCC1 1-((4-fluorophenyl)sulfonyl)piperazine